CN1N=C(C=C1C)NC1=CC(=C(N=N1)C(=O)NC([2H])([2H])[2H])NC1=C(C(=CC=C1)C1=NN(N=C1)C)OC 6-[(1,5-dimethyl-1H-pyrazol-3-yl)amino]-4-{[2-methoxy-3-(2-methyl-2H-1,2,3-triazol-4-yl)phenyl]amino}-N-(2H3)methylpyridazine-3-carboxamide